O=C1NC(CCC1N1N=C(C2=CC(=CC=C12)N1CCC(CC1)CC(=O)OC(C)(C)C)C)=O tert-butyl 2-[1-[1-(2,6-dioxo-3-piperidyl)-3-methyl-indazol-5-yl]-4-piperidyl]acetate